COC1=CC(=CC2=C1C=CO2)C(C(=O)OC(C)(C)C)C tert-butyl 2-(4-methoxybenzofuran-6-yl)propanoate